1-amino-5-isopropyl-11-methyl-6,7-dihydropyrimido[5'',4'':4',5']pyrrolo[2',3':5,6][1,3]diazepino[1,7-a]indol-8(5H)-one NC1=NC=NC2=C1C1=C(CNC(N3C1=CC=1C=CC(=CC31)C)=O)N2C(C)C